C(C)C1=NC(=C2N1C=CN=C2N)C#C 3-ethyl-1-ethynylimidazo[1,5-a]Pyrazine-8-amine